(4-amino-7-fluoroimidazo[1,5-a]quinoxalin-8-yl)((2R,4aS,9aR)-2-methyl-7-(trifluoromethoxy)-2,3,9,9a-tetrahydroindeno[2,1-b][1,4]oxazin-4(4aH)-yl)methanone NC=1C=2N(C3=CC(=C(C=C3N1)F)C(=O)N1[C@@H]3[C@H](O[C@@H](C1)C)CC=1C=C(C=CC13)OC(F)(F)F)C=NC2